methyl 5-(6-((tert-butoxycarbonyl)amino)imidazo[1,2-a]pyridin-3-yl)thiophene-3-carboxylate C(C)(C)(C)OC(=O)NC=1C=CC=2N(C1)C(=CN2)C2=CC(=CS2)C(=O)OC